3-[(5-isopropyl-2-oxa-5-azabicyclo[2.2.1]hept-1-yl)methoxy]-5-(5-methyl-1,3-thiazol-2-yl)-N-{(1R)-1-[2-(trifluoromethyl)pyrimidin-5-yl]ethyl}benzamide C(C)(C)N1C2COC(C1)(C2)COC=2C=C(C(=O)N[C@H](C)C=1C=NC(=NC1)C(F)(F)F)C=C(C2)C=2SC(=CN2)C